C(CCCCCCC)C1=COC=C1 3-octylfurane